5-(4-(2-methoxyphenoxy)-6-morpholinopyridin-2-yl)pyrimidin-2-amine COC1=C(OC2=CC(=NC(=C2)N2CCOCC2)C=2C=NC(=NC2)N)C=CC=C1